FC=1C(=NC(=NC1)N[C@@H]1C[C@H]2CO[C@@H]([C@H]1O)O2)C2=CC1=C(N(N=C1C=C2)C)C(C)C (1S,3R,4S,5R)-3-((5-fluoro-4-(3-isopropyl-2-methyl-2H-indazol-5-yl)pyrimidin-2-yl)amino)-6,8-dioxabicyclo[3.2.1]octan-4-ol